C(CCCCCCC\C=C/C=C/C=C\CCCC)C(C(O)(CCCCCCCC\C=C/C=C/C=C\CCCC)CCCCCCCC\C=C/C=C/C=C\CCCC)(O)CO tripunicylglycerol